6-naphthyldimethylamine C1=CC=CC2=CC(=CC=C12)N(C)C